CC(C(=O)OC[C@@H]1[C@H]([C@H]([C@@H](O1)N1C(=O)N=C(NO)C=C1)O)O)C N-hydroxycytidine 5'-(2-methylpropionate)